(2R,4S,5R,6R)-6-((1R,2R)-3-(4-chlorobenzamido)-1,2-dihydroxypropyl)-4-hydroxy-5-(2-hydroxyacetamido)-2-(2-(2-(prop-2-yn-1-yloxy)ethoxy)ethoxy)tetrahydro-2H-pyran-2-carboxylic acid ClC1=CC=C(C(=O)NC[C@H]([C@@H](O)[C@H]2[C@@H]([C@H](C[C@@](O2)(C(=O)O)OCCOCCOCC#C)O)NC(CO)=O)O)C=C1